C(C)(C)(C)OC(=O)N1[C@@H](C[C@@H](CC1)O)CC(=O)OC(C)(C)C (2S,4R)-2-(2-(tert-butoxy)-2-oxoethyl)-4-hydroxypiperidine-1-carboxylic acid tert-butyl ester